2-Bromo-6-(4-(tetrahydro-2H-pyran-4-yl)-4H-1,2,4-triazol-3-yl)pyridine BrC1=NC(=CC=C1)C1=NN=CN1C1CCOCC1